CN1C[C@@H]2[C@@H](OCCN2C2=CC=C(N=N2)C2=C(C=C(C=C2C)C(F)(F)F)O)CC1 |r| 2-[6-[rac-(4aR,8aS)-6-methyl-3,4a,5,7,8,8a-hexahydro-2H-pyrido[4,3-b][1,4]oxazin-4-yl]pyridazin-3-yl]-3-methyl-5-(trifluoromethyl)phenol